FC(OC=1C=C(C=C(C1)F)C1=CC=C2C(N(CN(C2=C1)S(=O)(=O)C1=CC(=CC=C1)C(F)(F)F)CCOCC)=O)F 7-(3-(difluoromethoxy)-5-fluorophenyl)-3-(2-ethoxyethyl)-1-((3-(trifluoromethyl)phenyl)sulfonyl)-2,3-dihydroquinazolin-4(1H)-one